ClC=1C=C(C=C2C(=C(C=NC12)C#N)NCC(C)(C)C)N[C@@H](C1=C2CNCC2=CC=C1)C=1N=NN(C1)C1CC1 (S)-8-chloro-6-(((1-cyclopropyl-1H-1,2,3-triazol-4-yl)(isoindolin-4-yl)methyl)amino)-4-(neopentylamino)quinoline-3-carbonitrile